(S)-N-{((R)-2-fluoro-1,2,3,5,6,7-hexahydro-s-indacen-4-yl)carbamoyl}-2,2-dimethyl-N-trityl-2,3-dihydropyrazolo[5,1-b]oxazole-7-sulfonimidamide F[C@@H]1CC2=CC=3CCCC3C(=C2C1)NC(=O)N([S@@](=O)(=N)C=1C=NN2C1OC(C2)(C)C)C(C2=CC=CC=C2)(C2=CC=CC=C2)C2=CC=CC=C2